2-((4-(3-(4-(3-((tert-butoxycarbonyl)amino)propyl)piperazin-1-yl)propoxy)phenyl)sulfonamido)-4-(4-methylnaphthalen-1-yl)benzoic acid C(C)(C)(C)OC(=O)NCCCN1CCN(CC1)CCCOC1=CC=C(C=C1)S(=O)(=O)NC1=C(C(=O)O)C=CC(=C1)C1=CC=C(C2=CC=CC=C12)C